BrCC1CCN(CC1)C1=CC=CC=C1 4-(bromomethyl)-1-phenylpiperidine